ClC1=C(C(=CC=C1)Cl)C1=CC=C(C=C1)[C@@]1(CC[C@@]2([C@H]3CC[C@@]4([C@H](CC[C@H]4[C@@H]3CC[C@@H]2C1)[C@@H](CCC(=O)O)C)C)C)O (R)-4-((3S,5R,8R,9S,10S,13R,14S,17R)-3-(2',6'-dichloro-[1,1'-biphenyl]-4-yl)-3-hydroxy-10,13-dimethylhexadecahydro-1H-cyclopenta[a]phenanthren-17-yl)pentanoic acid